(R)-5-chloro-2-(4,4-difluoroazepan-1-yl)-N-(2-(S-methylsulfonimidoyl)pyridin-4-yl)-4-(trifluoromethyl)benzamide ClC=1C(=CC(=C(C(=O)NC2=CC(=NC=C2)[S@@](=O)(=N)C)C1)N1CCC(CCC1)(F)F)C(F)(F)F